C(C)S(=O)(=O)C=1C(=NC=CC1)C1=NC=2N(C=C1)N=CC2 5-(3-(ETHYLSULFONYL)PYRIDIN-2-YL)-PYRAZOLO[1,5-A]PYRIMIDIN